N12CCN(CCNCCN(CCN(CCNCC1)CC=1C=C(C=CC1)O)CCNCCNCC2)CC=2C=C(C=CC2)O 3,3'-((1,4,7,10,13,16,21,24-octaazabicyclo[8.8.8]hexacosane-4,13-diyl)bis(methylene))diphenol